1-(aminomethyl)-N-(2-methyl-1-oxo-1-((6-(trifluoromethoxy)benzo[d]thiazol-2-yl)amino)propan-2-yl)cyclopropane-1-carboxamide NCC1(CC1)C(=O)NC(C(NC=1SC2=C(N1)C=CC(=C2)OC(F)(F)F)=O)(C)C